Octenylsuccinate sodium [Na+].C(=CCCCCCC)C(C(=O)[O-])CC(=O)[O-].[Na+]